2-(p-tolyl)-5-(trifluoromethyl)pyrimidine Methyl-Cis-4-(Tosyloxy)Cyclohexane-1-Carboxylate COC(=O)[C@@H]1CC[C@@H](CC1)OS(=O)(=O)C1=CC=C(C)C=C1.C1(=CC=C(C=C1)C1=NC=C(C=N1)C(F)(F)F)C